C1(CC1)C1=CC2=C(N=C(N=C2)NC2=CC=C(C=C2)N2CCN(CC2)N2CC(C2)(C)O)N1C1=CC=CC(=N1)N=S(=O)(C)C ((6-(6-cyclopropyl-2-((4-(4-(3-hydroxy-3-methylazetidin-1-yl)piperazin-1-yl)phenyl)-amino)-7H-pyrrolo[2,3-d]pyrimidin-7-yl)pyridin-2-yl)imino)dimethyl-λ6-sulfanone